(S)-4-((1-(4-([2,3'-bipyridin]-4-yl)-2,5-difluorophenyl)ethyl)amino)-2-ethyl-2,3-dihydro-1H-pyrrolo[3,4-c]pyridin-1-one N1=C(C=C(C=C1)C1=CC(=C(C=C1F)[C@H](C)NC1=NC=CC2=C1CN(C2=O)CC)F)C=2C=NC=CC2